4-(cycloheptyloxy)-2-hydroxy-3-(3-methylbut-2-en-1-yl)-6-(4-(trifluoromethyl)styryl)benzoic acid C1(CCCCCC1)OC1=C(C(=C(C(=O)O)C(=C1)C=CC1=CC=C(C=C1)C(F)(F)F)O)CC=C(C)C